(2,5-dichloropyrimidin-4-yl)-1-methyl-1H-indole ClC1=NC=C(C(=N1)C=1N(C2=CC=CC=C2C1)C)Cl